FC1=CC=C(C=C1)C1=C(C=C2CNC(C2=C1)=O)OCC1=NN(C=C1)C 6-(4-fluorophenyl)-5-((1-methyl-1H-pyrazol-3-yl)methoxy)isoindolin-1-one